ethyl 2-(5-chloro-2-methyl-3H-imidazo[4,5-b]pyridin-3-yl)thiazole-5-carboxylate ClC1=CC=C2C(=N1)N(C(=N2)C)C=2SC(=CN2)C(=O)OCC